FC1=C(C=C2C=CN(C(C2=C1)=O)C[C@H](C[C@H](C)OC=1C=NNC(C1C(F)(F)F)=O)F)C1=NC=C(C=N1)C(F)(F)F 7-fluoro-2-((2S,4S)-2-fluoro-4-((6-oxo-5-(trifluoromethyl)-1,6-dihydropyridazin-4-yl)oxy)pentyl)-6-(5-(trifluoromethyl)pyrimidin-2-yl)isoquinolin-1(2H)-one